1-((2R,3R,4R,5R)-4-((tert-butyldimethylsilyl)oxy)-3-methoxy-5-((methylamino)-methyl)tetrahydrofuran-2-yl)pyrimidine-2,4(1H,3H)-dione [Si](C)(C)(C(C)(C)C)O[C@H]1[C@H]([C@@H](O[C@@H]1CNC)N1C(NC(C=C1)=O)=O)OC